FC1=C2C=C(NC2=CC=C1OC1=NC=NC2=CC(=C(C=C12)OC(=O)N1[C@H](CN(CC1)C)C)OC)C.BrC1=CC(=CC=C1)OC([2H])([2H])[2H] 1-bromo-3-(methoxy-d3)benzene 4-((4-fluoro-2-methyl-1H-indol-5-yl)oxy)-7-methoxyquinazolin-6-yl-(S)-2,4-dimethylpiperazine-1-carboxylate